The molecule is an unsaturated fatty acyl-CoA that results from the formal condensation of the thiol group of coenzyme A with the carboxy group of (2E,10Z,13Z,16Z,19Z,22Z,25Z)-octacosaheptaenoic acid. It is an unsaturated fatty acyl-CoA and an ultra-long-chain fatty acyl-CoA. It is a conjugate acid of a (2E,10Z,13Z,16Z,19Z,22Z,25Z)-octacosaheptaenoyl-CoA(4-). CC/C=C\\C/C=C\\C/C=C\\C/C=C\\C/C=C\\C/C=C\\CCCCCC/C=C/C(=O)SCCNC(=O)CCNC(=O)[C@@H](C(C)(C)COP(=O)(O)OP(=O)(O)OC[C@@H]1[C@H]([C@H]([C@@H](O1)N2C=NC3=C(N=CN=C32)N)O)OP(=O)(O)O)O